3-(dimethylamino)-1-hydroxy-9H-thioxanthen-9-one CN(C=1C=C(C=2C(C3=CC=CC=C3SC2C1)=O)O)C